2-(2-(cyclopropanesulfonylamino)thiazol-4-yl)-N-(4-(6-ethoxypyrazin-2-yl)phenyl)butyramide C1(CC1)S(=O)(=O)NC=1SC=C(N1)C(C(=O)NC1=CC=C(C=C1)C1=NC(=CN=C1)OCC)CC